N[C@@H]1[C@@H]2[C@H]([C@H](OC1O)CNC([O-])=O)OC(O2)(C)C (((3aS,4R,7R,7aR)-7-amino-6-hydroxy-2,2-dimethyltetrahydro-4H-[1,3]dioxolo[4,5-c]pyran-4-yl)methyl)carbamate